C1(CCC1)CN[C@H]1CN(CCC1)C1=CC(N(C=C1)C(C)C=1C=NN(C1)C=1C=NC=C(C1)OC)=O 4-((R)-3-((cyclobutylmethyl)amino)piperidin-1-yl)-1-(1-(1-(5-methoxypyridin-3-yl)-1H-pyrazol-4-yl)ethyl)pyridin-2(1H)-one